F[C@@H]1[C@H](C1)C(=NO)N (1R,2S)-2-fluoro-N'-hydroxy-cyclopropanecarboxamidine